C12(C3C4C5(C3C1C5C24)C(=O)O)C(=O)O cubane-1,4-dicarboxylic acid